C(C)OC(C(C(OCC)OCC)C)OCC 1,1,3,3-tetraethoxy-2-methylpropane